C(C=CC1=CC=CC=C1)C=1C(N=C(NC1O)SCC(=O)NCCC1=CC(=C(C=C1)O)OC)=O 2-((5-cinnamyl-6-hydroxy-4-oxo-1,4-dihydropyrimidin-2-yl)thio)-N-(4-hydroxy-3-methoxyphenethyl)acetamide